Din-propyl-dimethoxysilan C(CC)[Si](OC)(OC)CCC